FC1(CCC(CC1)[C@H](NC(=O)C1=CC=NN1C)C1=NC2=C(N1)C=CC(=C2)[C@@H](CC)NC(CCC(F)(F)F)=O)F |o1:26| N-((S)-(4,4-Difluorocyclohexyl)(5-((R*)-1-(4,4,4-trifluorobutanamido)propyl)-1H-benzo[d]imidazol-2-yl)methyl)-1-methyl-1H-pyrazole-5-carboxamide